NC1=NC=NC=2C3=C(CC(C12)(C)C)C(=C(C=C3)OC3(CCCCC3)N)N(CCO)CC 2-[[4-amino-8-(4-cis-aminocyclohexyloxy)-5,5-dimethyl-6H-benzo[H]quinazolin-7-yl]-ethyl-amino]ethanol